N-acetyl-L-lysine platinum [Pt].C(C)(=O)N[C@@H](CCCCN)C(=O)O